tertbutyl N-(3-amino-2-hydroxy-propyl)carbamate NCC(CNC(OC(C)(C)C)=O)O